FC1(CCN(CC1)C=1C=C(C=CC1OC([2H])([2H])[2H])NC(C1=C(C=C(C=C1)I)N1CCC2(CC2)CC1)=O)F N-(3-(4,4-difluoropiperidin-1-yl)-4-(methoxy-d3)phenyl)-4-iodo-2-(6-azaspiro[2.5]octan-6-yl)benzamide